(8S,9S,10R,13S,14S,17S)-10,13-Dimethyl-17-((E)-1-(piperidine-4-carbonyloxyimino)ethyl)-6,7,8,9,10,11,12,13,14,15,16,17-dodecahydro-1H-cyclopenta[a]phenanthren-3(2H)-one hydrochloride Cl.C[C@]12[C@H]3CC[C@@]4([C@H](CC[C@H]4[C@@H]3CCC2=CC(CC1)=O)/C(/C)=N/OC(=O)C1CCNCC1)C